tert-butyl (R)-4-((3-(1-((6-bromo-8-hydroxyquinazolin-4-yl)amino)ethyl)phenyl)difluoromethyl)piperidine-1-carboxylate BrC=1C=C2C(=NC=NC2=C(C1)O)N[C@H](C)C=1C=C(C=CC1)C(C1CCN(CC1)C(=O)OC(C)(C)C)(F)F